NC1=NC=NN2C1=CC(=C2C=2C=C(C(=O)NCCC(C)C1=CC=CC=C1)C=CC2)F 3-{4-amino-6-fluoropyrrolo[2,1-f][1,2,4]triazin-7-yl}-N-(3-phenylbutyl)benzamide